1-(3-((2-Methylquinazolin-4-yl)oxy)propyl)-4-phenylpiperidin-4-ol hydrochloride Cl.CC1=NC2=CC=CC=C2C(=N1)OCCCN1CCC(CC1)(O)C1=CC=CC=C1